benzyl cis-2-(((cis-4-isopropylcyclohexyl)oxy)methyl)-3-((methylsulfonyl)amino)piperidine-1-carboxylate C(C)(C)[C@H]1CC[C@H](CC1)OC[C@@H]1N(CCC[C@@H]1NS(=O)(=O)C)C(=O)OCC1=CC=CC=C1